5-(trifluoromethyl)-2-pyridineacetonitrile FC(C=1C=CC(=NC1)CC#N)(F)F